2,5-Di-hydroisoxazol O1NC=CC1